NCC(CO)CC1=CC=C(C=C1)C(F)(F)F 3-amino-2-[4-(trifluoromethyl)phenyl]methylpropan-1-ol